((3S,4S)-4-(3,4-difluorophenyl)piperidin-3-yl)-10-(2-hydroxyethyl)-5,6-dihydropyrazolo[1,5-d]thieno[3,2-f][1,4]oxazepin-2-carboxamide FC=1C=C(C=CC1F)[C@@H]1[C@H](CNCC1)C1=C(SC2=C1C=1N(CCO2)N=CC1CCO)C(=O)N